2-formyl-4-(4-phenoxyanilino)pyrimidine-5-carbonitrile C(=O)C1=NC=C(C(=N1)NC1=CC=C(C=C1)OC1=CC=CC=C1)C#N